17-bromoheptadecanoic acid BrCCCCCCCCCCCCCCCCC(=O)O